C(C)(=O)N(C([C@H](C)OC1=CC=C(C=C1)Br)=O)OC1CN(CC1)C(C)=O (2S)-N-acetyl-N-[(1-acetylpyrrolidin-3-yl)oxy]-2-(4-bromophenoxy)propanamide